methyl (S)-2-(1-(6-(5-((4-(cyclopropylmethyl)-2H-1,2,3-triazol-2-yl)methyl)-1-methyl-1H-1,2,3-triazol-4-yl)-2-ethylpyridin-3-yl)-5,5-difluoropiperidin-3-yl)acetate C1(CC1)CC1=NN(N=C1)CC1=C(N=NN1C)C1=CC=C(C(=N1)CC)N1C[C@H](CC(C1)(F)F)CC(=O)OC